N-{[(2R)-1-methylazetidin-2-yl]methyl}benzamide CN1[C@H](CC1)CNC(C1=CC=CC=C1)=O